CN([C@@H](CC1=CC=CC=C1)C(=O)O)C(=O)C1=NNC(=C1)C1=CC(=CC=C1)C=1OC(=CN1)C(NC(CC)CC)=O.N(=NN1C=NCC1)N1C=NCC1 azoimidazolin methyl-(5-(3-(5-(pentan-3-ylcarbamoyl)oxazol-2-yl)phenyl)-1H-pyrazole-3-carbonyl)phenylalaninate